FC=1C=C(C=C(C1)F)[C@H]1N(OCC1)C(=O)[C@@H]1CC[C@H](CC1)CN1N=C(C2=C(C=C(C=C12)C(=O)N)F)C trans-1-((4-((S)-3-(3,5-difluorophenyl)isoxazolidine-2-carbonyl)cyclohexyl)methyl)-4-fluoro-3-methyl-1H-indazole-6-carboxamide